3-amino-5-(3-fluorophenyl)-6-[3-methylimidazo[1,2-a]pyridin-6-yl]pyrazine-2-carboxylic acid NC=1C(=NC(=C(N1)C1=CC(=CC=C1)F)C=1C=CC=2N(C1)C(=CN2)C)C(=O)O